CN(C1CC2C(CNC2)C1)C N,N-dimethyloctahydrocyclopenta[c]pyrrole-5-amine